S1N=CC=C1CNCCO 2-((isothiazol-5-ylmethyl)amino)ethan-1-ol